[N+](#[C-])CN1N=NC2=C1C=CC=C2 (isocyanomethyl)-1H-benzotriazole